2-(2-chlorophenyl)-N-(3-(2-hydroxyethoxy)-5-sulfamoylisoquinolin-7-yl)acetamide ClC1=C(C=CC=C1)CC(=O)NC1=CC(=C2C=C(N=CC2=C1)OCCO)S(N)(=O)=O